dilithium 2,5-dihydroxyterephthalate OC1=C(C(=O)[O-])C=C(C(=C1)C(=O)[O-])O.[Li+].[Li+]